((diethoxyphosphoryl)carbonyl)-1H-indole-2-carboxylic acid C(C)OP(=O)(OCC)C(=O)N1C(=CC2=CC=CC=C12)C(=O)O